ClC1=C(C=C(C=C1)C1=CC(=NC=C1)C(O)C1CC1)C[C@@H](C(=O)NC1=CC=C(C=C1)C1=NN=CN1C)NC(=O)C=1C(=NOC1)C N-[(1S)-1-[[2-chloro-5-[2-[cyclopropyl(hydroxy)methyl]-4-pyridyl]phenyl]methyl]-2-[4-(4-methyl-1,2,4-triazol-3-yl)anilino]-2-oxo-ethyl]-3-methyl-isoxazole-4-carboxamide